N-(6-bromo-3-methylpyridin-2-yl)-4-fluoropyrrolidine-2-carboxamide BrC1=CC=C(C(=N1)NC(=O)C1NCC(C1)F)C